1-phenyl-3-(trifluoromethyl)-1H-pyrazole-5-carboxylic acid C1(=CC=CC=C1)N1N=C(C=C1C(=O)O)C(F)(F)F